NC=1C(=NC(=CN1)Br)N1N=CC(=C1)C(=O)NC1CCN(CC1)C 1-(3-amino-6-bromopyrazin-2-yl)-N-(1-methylhexahydropyridin-4-yl)pyrazole-4-carboxamide